N[C@@H](CC(C)C)N(O)CC(O)=O 3-azastatine